butyl-3-methylimidazole trifluoromethanesulfonate FC(S(=O)(=O)O)(F)F.C(CCC)C1=NC=CN1C